N-(3-methyl-2-((2-((4-(4-methylpiperazin-1-yl)phenyl)amino)-5-(trifluoromethyl)pyrimidin-4-yl)amino)phenyl)acrylamide CC=1C(=C(C=CC1)NC(C=C)=O)NC1=NC(=NC=C1C(F)(F)F)NC1=CC=C(C=C1)N1CCN(CC1)C